N-ethyl-N-vinyloctanoamide C(C)N(C(CCCCCCC)=O)C=C